C(OC(C1=C(C=C(C(=C1)OCCCCCCCC\C=C/C\C=C/CCCCC)C)OCCCCCCCC\C=C/C\C=C/CCCCC)CCCCN(C)C)([O-])=O 4-(dimethylamino)butyl-4-methyl-2,5-bis((9Z,12Z)-octadeca-9,12-dienyl oxy)benzyl carbonate